FC=1C=C2C=CC=NC2=C(C1)N1C[C@@H](N(C[C@H]1C)C1=CC(N(C=2C=CC(=NC12)C#N)C)=O)C 8-((2s,5r)-4-(6-fluoroquinolin-8-yl)-2,5-dimethylpiperazin-1-yl)-5-methyl-6-oxo-5,6-dihydro-1,5-naphthyridine-2-carbonitrile